O=C1NC(CCC1N1CC=2C(=CC=C(C2C1=O)C#N)OC)=O 2-(2,6-dioxopiperidin-3-yl)-7-methoxy-3-oxoisoindoline-4-carbonitrile